(2r,4s)-4-hydroxypyrrolidine-1,2-dicarboxylic acid 1-tert-butyl ester 2-methyl ester COC(=O)[C@@H]1N(C[C@H](C1)O)C(=O)OC(C)(C)C